(S)-2-(1-Isopropyl-4-oxo-1,4-dihydro-5H-pyrazolo[3,4-d]pyridazin-5-yl)-N-(1-(4-(trifluoro-methoxy)phenyl)ethyl)acetamid C(C)(C)N1N=CC2=C1C=NN(C2=O)CC(=O)N[C@@H](C)C2=CC=C(C=C2)OC(F)(F)F